4-bromo-1-(methylsulfonyl)benzene BrC1=CC=C(C=C1)S(=O)(=O)C